Indium-platinum [Pt].[In]